acryloxyoctyl thiophosphate P(=S)(OCCCCCCCCOC(C=C)=O)([O-])[O-]